C(C)(=O)O.C(CCC)OC1=C(OC2=C(C=CC=C2C1=O)OC)C1=CC=CC=C1 butoxy-8-methoxyflavone acetate